tert-butyl {4-[2-(2,6-dioxopiperidin-3-yl)-1,3-dioxoisoindol-5-yl]piperazin-1-yl}formate O=C1NC(CCC1N1C(C2=CC=C(C=C2C1=O)N1CCN(CC1)C(=O)OC(C)(C)C)=O)=O